C(C1=CC=CC=C1)N1S(C2=C(C3=C1C=C(C(=C3)C(F)(F)F)OC)C=C(C(=C2)OC)OC)(=O)=O 6-benzyl-2,3,8-trimethoxy-9-(trifluoromethyl)-6H-dibenzo[c,e][1,2]thiazine 5,5-dioxide